ClC=1C=C(C=C(C1)C)C1CN(CCN1C(C1=C(C=C(C=C1)NC(=O)C1CC1)N1CCCC1)=O)C(=O)OC(C)(C)C tert-butyl 3-(3-chloro-5-methylphenyl)-4-[4-(cyclopropanecarbonylamino)-2-pyrrolidin-1-ylbenzoyl]piperazine-1-carboxylate